C(CCCCCCC)C=1C(=C(C=CC1)NC1=CC=CC=C1)CCCCCCCC di-octyl-diphenyl-amine